ClC1=C2C(=CC=NC2=CC(=N1)Cl)C 5,7-dichloro-4-methyl-1,6-naphthyridine